C.[Nb].[Nb] diniobium carbide